(4-chlorophenyl)(1-(3-chlorophenyl)cyclopropyl)methyl (4-methyl-1-oxo-1-((1-oxo-3-(2-oxopyrrolidin-3-yl)propan-2-yl)amino)pentan-2-yl)carbamate CC(CC(C(NC(C=O)CC1C(NCC1)=O)=O)NC(OC(C1(CC1)C1=CC(=CC=C1)Cl)C1=CC=C(C=C1)Cl)=O)C